5-(azetidin-3-ylmethyl)-3-(4-((3,4,5-trifluorobenzyl)oxy)phenyl)-1,2,4-oxadiazole trifluoroacetate salt FC(C(=O)O)(F)F.N1CC(C1)CC1=NC(=NO1)C1=CC=C(C=C1)OCC1=CC(=C(C(=C1)F)F)F